N-(2-(3,6-diazabicyclo[3.2.1]oct-3-yl)-5-fluoropyrimidin-4-yl)-1H-indazol-5-amine C12CN(CC(NC1)C2)C2=NC=C(C(=N2)NC=2C=C1C=NNC1=CC2)F